[2,2'-bipyridine]-5,5'-dinitrile N1=C(C=CC(=C1)C#N)C1=NC=C(C=C1)C#N